C(C1=CC=CC=C1)O[C@@H]1C[C@]2(N(C=3C(=NN=C(C3)Cl)NC2=O)C1)CC (6aR,8R)-8-(benzyloxy)-2-chloro-6a-ethyl-6a,7,8,9-tetrahydropyrrolo-[1',2':4,5]pyrazino[2,3-c]pyridazin-6(5H)-one